FC=1C(=C(C=NC1)N)I 5-fluoro-4-iodopyridin-3-amine